COC=1C=CC(=NC1)C1=NOC(N1)=O 3-(5-Methoxypyridin-2-yl)-1,2,4-oxadiazol-5(4H)-one